C(CCCC)(=O)OCCCC(OOC(C)(C)C)OOC(C)(C)C 4,4-bis-(t-butyl-peroxy)-n-butyl valerate